tertbutyloxycarbonyl-(boc)amine C(C)(C)(C)OC(=O)NC(=O)OC(C)(C)C